ClC=1C=C(C=CC1F)NC(N(C(C)C1=CNC(C2=CC=CC=C12)=O)CCC(=O)NC)=O 3-(3-(3-Chloro-4-fluorophenyl)-1-(1-(1-oxo-1,2-dihydroisoquinolin-4-yl)ethyl)ureido)-N-methylpropanamide